N-((cis)-3-(3-cyano-6-methylpyridin-2-yl)cyclobutyl)-1-((R or S)-1-(4,5-dimethyl-6-((1R,5S)-2-oxo-3-azabicyclo[3.1.0]hexan-3-yl)pyridazin-3-yl)ethyl)-1H-1,2,3-triazole-4-carboxamide C(#N)C=1C(=NC(=CC1)C)[C@H]1C[C@H](C1)NC(=O)C=1N=NN(C1)[C@H](C)C=1N=NC(=C(C1C)C)N1C([C@@H]2C[C@@H]2C1)=O |o1:21|